3-(benzyloxy)-3-phenylazetidine HCl salt Cl.C(C1=CC=CC=C1)OC1(CNC1)C1=CC=CC=C1